L-1-(3,3-dimethylbutyryl)pyrrolidine-2-carboxylic acid CC(CC(=O)N1[C@@H](CCC1)C(=O)O)(C)C